C(=C)C=1C=C(C=C(C1)C(=O)OC(C)CC)C(=O)OC(C)CC di-sec-butyl 5-vinyl-1,3-benzenedicarboxylate